N-(2-methoxy-4-(tetrahydro-2H-pyran-4-yl)phenyl)formamide COC1=C(C=CC(=C1)C1CCOCC1)NC=O